di-t-amylphenyl phosphite P(OC1=C(C(=CC=C1)C(C)(C)CC)C(C)(C)CC)([O-])[O-]